Ethyl 2-methyl-1H-pyrrole-3-carboxylate CC=1NC=CC1C(=O)OCC